N1=NC=C(C2=CC=CC=C12)N1N=CC(=C1C(F)(F)F)C(=O)NC=1C=NC(=C(C1)C#N)N1N=CC=N1 1-(cinnolin-4-yl)-N-(5-cyano-6-(2H-1,2,3-triazol-2-yl)pyridin-3-yl)-5-(trifluoromethyl)-1H-pyrazole-4-carboxamide